5-[4-(1,2,4,5-tetrazin-3-yl)benzylamino]-5-oxopentanoate N1=NC(=NN=C1)C1=CC=C(CNC(CCCC(=O)[O-])=O)C=C1